5-((3-((tert-butoxycarbonyl)amino)butyl) (8-((tert-butoxycarbonyl)amino)nonyl)amino)-5-oxopentanoate C(C)(C)(C)OC(=O)NC(CCN(C(CCCC(=O)[O-])=O)CCCCCCCC(C)NC(=O)OC(C)(C)C)C